OCC1=C(OCC2=CC(=NN2C2=CC=CC=C2)C)C=CC=C1 5-[[2-(hydroxymethyl)phenoxy]methyl]-3-methyl-1-phenyl-pyrazole